O1CC(C1)C1=CC(=NN1)NC1=CN=C2C(=N1)N(C=C2)CC=2N=NC=CC2 N-(5-(oxetan-3-yl)-1H-pyrazol-3-yl)-5-(pyridazin-3-ylmethyl)-5H-pyrrolo[2,3-b]pyrazin-3-amine